C(C1=CC=CC=C1)N(CC=1C(=NN2C1N=CC=C2C2CN(CCC2)CC2=CC=C(C=C2)Cl)C)C N-Benzyl-1-(7-(1-(4-chlorobenzyl)piperidin-3-yl)-2-methylpyrazolo[1,5-a]pyrimidin-3-yl)-N-methylmethanamine